3,5-dihydroxycyclopentyl heptanoate C(CCCCCC)(=O)OC1CC(CC1O)O